ethyl 2-(3,4-dichlorophenyl)-1-ethyl-6-[(3-nitro-1,2,4-triazol-1-yl)methyl]-4-oxo-pyridine-3-carboxylate ClC=1C=C(C=CC1Cl)C=1N(C(=CC(C1C(=O)OCC)=O)CN1N=C(N=C1)[N+](=O)[O-])CC